3-(6-((tert-Butoxycarbonyl)amino)pyridin-2-yl)propanoic acid methyl ester COC(CCC1=NC(=CC=C1)NC(=O)OC(C)(C)C)=O